COC1=C2C=CNC(C2=CC(=C1)[N+](=O)[O-])=O 5-methoxy-7-nitroisoquinolin-1(2H)-one